(1-((1-(6-chloro-3,5-dicyano-4-ethylpyridin-2-yl)piperidin-4-yl)amino)-2-methyl-1-oxopropan-2-yl)carbamic acid tert-butyl ester C(C)(C)(C)OC(NC(C(=O)NC1CCN(CC1)C1=NC(=C(C(=C1C#N)CC)C#N)Cl)(C)C)=O